methyl 11-oxo-5-propyl-10,11-dihydro-5H-dibenzo[b,e][1,4]diazepine-8-carboxylate O=C1C2=C(N(C3=C(N1)C=C(C=C3)C(=O)OC)CCC)C=CC=C2